(E)-N-(3-fluoro-2-methylphenyl)-3-(1H-pyrazolo[4,3-b]pyridin-6-yl)acrylamide FC=1C(=C(C=CC1)NC(\C=C\C=1C=C2C(=NC1)C=NN2)=O)C